O(CC)P1(=NP(=NP(=N1)(F)F)(F)F)F ethoxyl-pentafluoro-cyclotriphosphazene